6-chloro-1-(2,6-diethylphenyl)-4-((2S)-2-methyl-4-(2-propenoyl)-1-piperazinyl)-7-(2-(2-propanyl)phenyl)pyrido[2,3-d]pyrimidin-2(1H)-one ClC1=CC2=C(N(C(N=C2N2[C@H](CN(CC2)C(C=C)=O)C)=O)C2=C(C=CC=C2CC)CC)N=C1C1=C(C=CC=C1)C(C)C